ClC=1OC=C(N1)C1=CC=CC=C1 2-chloro-4-phenyloxazole